NCCCCCCCOC1=CC=C(CC2N(CCN(CCN(CCN(C2)CC(=O)OC(C)(C)C)CC(=O)OC(C)(C)C)CC(=O)OC(C)(C)C)CC(=O)OC(C)(C)C)C=C1 tetra-tert-butyl 2,2',2'',2'''-(2-(4-((7-aminoheptyl)oxy)benzyl)-1,4,7,10-tetraazacyclododecane-1,4,7,10-tetrayl)tetraacetate